Cl.CC1N(C(CNC1)C)CC(=O)NC=1C=CC=C2C(=NN(C12)C)N1C(NC(CC1)=O)=O 2,6-dimethylpiperazin-1-yl-N-(3-(2,4-dioxotetrahydropyrimidin-1(2H)-yl)-1-methyl-1H-indazol-7-yl)acetamide hydrochloride